8-Chloro-2-(2-methoxy-4-trifluoromethylphenyl)-1,7-dimethyl-1,7-dihydro-6H-purin-6-one ClC1=NC=2N=C(N(C(C2N1C)=O)C)C1=C(C=C(C=C1)C(F)(F)F)OC